tert-butyl 2-(2-((5-(1-hydroxyethyl)-7-iodobenzofuran-2-yl)methoxy)phenyl)acetate OC(C)C=1C=C(C2=C(C=C(O2)COC2=C(C=CC=C2)CC(=O)OC(C)(C)C)C1)I